5-Bromo-2-(trifluoro-methyl)-pyrimidine BrC=1C=NC(=NC1)C(F)(F)F